C(C)(C)C1=C(C(=CC=C1)C(C)C)N=C=NC1=C(C=CC=C1C(C)C)C(C)C bis(2,6-diisopropylphenyl)carbodiimide